C1(=CC=CC=C1)N1C(=NC2=C1C=CC=C2)C2=CC(=CC(=C2)C2=NC1=C(N2C2=CC=CC=C2)C=CC=C1)C1=NC2=C(N1C1=CC=CC=C1)C=CC=C2 1,3,5-tris(N-phenyl-benzimidazole-2-yl)benzene